Oleic acid (Oleate) C(CCCCCCC\C=C/CCCCCCCC)(=O)O.C(CCCCCCC\C=C/CCCCCCCC)(=O)O